C(C)(=O)O[C@H]1[C@@H](O[C@@H]([C@@H]([C@@H]1N1N=NC(=C1)C1=CC(=C(C(=C1)F)F)F)OC(C)=O)COC(C)=O)SC(C(=O)O)C1(CCOCC1)O 2-(((2S,3R,4S,5R,6R)-3,5-Diacetoxy-6-(acetoxymethyl)-4-(4-(3,4,5-trifluorophenyl)-1H-1,2,3-triazol-1-yl)tetrahydro-2H-pyran-2-yl)thio)-2-(4-hydroxytetrahydro-2H-pyran-4-yl)acetic acid